ClC1=NC(=NC(=N1)Cl)CC(C)C1=CC=CC=C1 2,4-dichloro-6-(2-phenylpropyl)-1,3,5-triazin